N,N'-di-o-tolylguanidine C1(=C(C=CC=C1)NC(=N)NC1=C(C=CC=C1)C)C